[Mg+2].CC1(C(C2=C(OC=CO2)C(C1)=O)=O)S(=O)(=O)[O-].CC1(C(C2=C(OC=CO2)C(C1)=O)=O)S(=O)(=O)[O-] 6-Methyl-5,8-dioxo-5,6,7,8-tetrahydrobenzo[b][1,4]dioxin-6-sulfonic acid magnesium salt